C1(CC1)C([C@@H](C(=O)NC=1C(=NN(C1)[C@H](COC)C1=CC=NNC1=O)F)NC(=O)C=1N(N=CC1)C(C)C)C1CC1 |&1:13| N-[(1S)-1-(dicyclopropyl-methyl)-2-[[3-fluoro-1-[(1SR)-2-methoxy-1-(6-oxo-1H-pyridazin-5-yl)ethyl]pyrazol-4-yl]amino]-2-oxo-ethyl]-2-isopropyl-pyrazole-3-carboxamide